m-nitroanilin [N+](=O)([O-])C=1C=C(N)C=CC1